5-benzyl-N-(4-(2-(2-hydroxyethoxy)phenyl)pyridin-2-yl)-4H-1,2,4-triazole-3-carboxamide C(C1=CC=CC=C1)C=1NC(=NN1)C(=O)NC1=NC=CC(=C1)C1=C(C=CC=C1)OCCO